uracil-bis-phosphate P(=O)(O)(O)O.P(=O)(O)(O)O.N1C(=O)NC(=O)C=C1